FC1=CC=C(\C=C\2/OC3=C(C2=O)C(=CC(=C3C3CCN(CC3)C)OC)OC)C=C1 (Z)-2-(4-Fluorobenzylidene)-4,6-dimethoxy-7-(1-methylpiperidin-4-yl)benzofuran-3(2H)-one